C(C)N(C(=O)NC(C(=O)O)CCN(CCCCC1=NC=2NCCCC2C=C1)CC1CC(C1)(F)F)CC 2-(diethylcarbamoylamino)-4-[(3,3-difluorocyclobutyl)methyl-[4-(5,6,7,8-tetrahydro-1,8-naphthyridin-2-yl)butyl]amino]butanoic acid